FC1=C(C=CC=C1C(C)C)C#CC1=NNC2=C1C=1N(C(=N2)N2CCC3([C@@H]([C@@H](OC3)C)N)CC2)C=CN1 (3S,4S)-8-(9-((2-fluoro-3-isopropylphenyl)ethynyl)-7H-imidazo[1,2-c]pyrazolo[4,3-e]pyrimidin-5-yl)-3-methyl-2-oxa-8-azaspiro[4.5]decan-4-amine